ClC=1C=CC(=C(C1)C1=CC=NC=C1)N1N=NC(=C1)C(F)F 4-(5-chloro-2-(4-(difluoromethyl)-1H-1,2,3-triazol-1-yl)phenyl)pyridin